COC(=O)C=1C=C(C=C(C1)C)C1=CC=C(C=C1)OS(=O)(=O)C(F)(F)F 5-methyl-4'-(((trifluoromethyl)sulfonyl)oxy)-[1,1'-biphenyl]-3-carboxylic acid methyl ester